C(C)(C)(C)OC(=O)N1[C@]2(CC(C[C@@]1(CC2)C)N)C (1R,3s,5S)-3-amino-1,5-dimethyl-8-azabicyclo[3.2.1]octane-8-carboxylic acid tert-butyl ester